2,6-dimethylphenyl(2,4-dimethoxyphenyl)(2-((4-(4-methylpiperazin-1-yl)phenyl)amino)pyrimidin-4-yl)carbamate CC1=C(C(=CC=C1)C)C=1C(=NC(=NC1)NC1=CC=C(C=C1)N1CCN(CC1)C)N(C([O-])=O)C1=C(C=C(C=C1)OC)OC